(Z)-3-(4-(3-amino-2-fluoroprop-1-en-1-yl)-1-oxoisoindolin-2-yl)piperidine-2,6-dione NC/C(=C/C1=C2CN(C(C2=CC=C1)=O)C1C(NC(CC1)=O)=O)/F